[C@@H]12N(C[C@@H](NC1)C2)C2=C(C=CC=1N(C(=NC12)C)C)NC(=O)C1=NN(C(C=C1)=O)C1=C(C=CC=C1F)F N-(4-((1S,4S)-2,5-diazabicyclo[2.2.1]heptan-2-yl)-1,2-dimethyl-1H-benzo[d]imidazol-5-yl)-1-(2,6-difluorophenyl)-6-oxo-1,6-dihydropyridazine-3-carboxamide